Tert-Butyl N-methyl-N-[4-oxo-4-[2-[2-[4-(trifluoromethyl)anilino]benzoyl]hydrazino]butyl]carbamate CN(C(OC(C)(C)C)=O)CCCC(NNC(C1=C(C=CC=C1)NC1=CC=C(C=C1)C(F)(F)F)=O)=O